7-(4,4,5,5-tetramethyl-1,3,2-dioxaborolan-2-yl)-1H-pyrazolo[4,3-b]pyridine CC1(OB(OC1(C)C)C1=C2C(=NC=C1)C=NN2)C